C(C)(C)OCCN1C(=NC(C2=C1C=CN2)=O)SCOC(N(C)C(C)(C)C)=O tert-butyl-methyl-carbamic acid 1-(2-isopropoxy-ethyl)-4-oxo-4,5-dihydro-1H-pyrrolo[3,2-d]Pyrimidin-2-ylthiomethyl ester